CN1CC(OCC1)CO (4-methyl-morpholin-2-yl)methanol